C1(=CC=CC=C1)C(C)NC1=NC=NC2=CC=C(C=C12)C=1C=C(C=NC1)NS(=O)(=O)C N-(5-(4-((1-phenylethyl)amino)quinazolin-6-yl)pyridin-3-yl)methanesulfonamide